CC(C=C)CC\C=C(\CCC=C(C)C)/C (E)-3,7,11-trimethyldodeca-1,6,10-trien